Bromoketone BrC(=O)Br